tert-butyl 3-(((S)-1-methoxy-1-oxo-3-((S)-2-oxopyrrolidin-3-yl)propan-2-yl)carbamoyl)-8-oxa-2-azaspiro[4.5]decane-2-carboxylate COC([C@H](C[C@H]1C(NCC1)=O)NC(=O)C1N(CC2(C1)CCOCC2)C(=O)OC(C)(C)C)=O